C(C)C1=C(C=CC(=C1)N1[C@H](CNCC1)C)NC1=NC=C(C(=N1)C1=CC2=C(C(N(CCS2(=O)=O)C)=S)S1)C(F)(F)F (S)-7-(2-((2-ethyl-4-(2-methylpiperazin-1-yl)phenyl)amino)-5-(trifluoromethyl)pyrimidin-4-yl)-4-methyl-3,4-dihydrothieno[2,3-f][1,4]thiazepine-5(2H)-thione 1,1-dioxide